C(C1=CC=CC=C1)N1C(C(C(=C1C1=CC=CC=C1)[Se]CC1=CC=CC=C1)(C[Se]CC1=CC=CC=C1)C)=O 1-Benzyl-3-methyl-5-phenyl-4-(benzylseleno)-3-((benzylseleno)methyl)-1H-pyrrol-2(3H)-one